tert-butyl ((4-aminophenyl)sulfonyl)(1-methylpiperidin-4-yl)carbamate NC1=CC=C(C=C1)S(=O)(=O)N(C(OC(C)(C)C)=O)C1CCN(CC1)C